4-(3-(2-(2-(dimethylamino) ethoxy) ethyl) ureido)-heptane-1,7-diyl-dihexanoate CN(CCOCCNC(NC(CCCCCCCCC(=O)[O-])CCCCCCCCC(=O)[O-])=O)C